(S)-N-((R)-(3-chloro-2,4-difluorophenyl)(5-chloro-6-(trifluoromethyl)pyridin-3-yl)methyl)-2-oxoimidazolidine-4-carboxamide ClC=1C(=C(C=CC1F)[C@H](NC(=O)[C@H]1NC(NC1)=O)C=1C=NC(=C(C1)Cl)C(F)(F)F)F